ClC=1C=C2C(=NC1C(=O)N1CCN(CC1)C(=O)[O-])NC=C2C(=O)[C@H]2C[C@H](N(CC2)C2=NC=C(C=C2Cl)F)C |r| 4-{5-chloro-3-[(2RS,4RS)-1-(3-chloro-5-fluoropyridin-2-yl)-2-methylpiperidine-4-carbonyl]-1H-pyrrolo[2,3-b]pyridine-6-carbonyl}piperazine-1-carboxylate